4-bromo-phenylhydrazine HCl salt Cl.BrC1=CC=C(C=C1)NN